bis(tertiary butyl-amino)Silane C(C)(C)(C)N[SiH2]NC(C)(C)C